NC=1C(=NC(=CC1C(=O)O)C1=CC=C(C=C1)C(F)(F)F)C=1C=NC=CC1 3-amino-6-(4-(trifluoromethyl)phenyl)-[2,3'-bipyridine]-4-carboxylic acid